ClC1=NC=C(C(=C1)N1CCC(CC1)CN(C)C)C#CC=1C=NN(C1)CC(F)F 1-(1-(2-Chloro-5-((1-(2,2-difluoroethyl)-1H-pyrazol-4-yl)ethynyl)pyridin-4-yl)piperidin-4-yl)-N,N-dimethylmethanamine